BrC1=C(N(N=C1)C1=NC=CC=C1)C(C)=NCC1CC1 1-[4-bromo-2-(2-pyridyl)pyrazol-3-yl]-N-(cyclopropylmethyl)ethanimine